2,4-dimethylbenzeneethylamine CC1=C(C=CC(=C1)C)CCN